5-butylsulfonyl-2-(2-hydroxy-3-alpha-cumyl-5-tert-octylphenyl)-2H-benzotriazole C(CCC)S(=O)(=O)C1=CC=2C(=NN(N2)C2=C(C(=CC(=C2)C(C)(C)CC(C)(C)C)C(C)(C)C2=CC=CC=C2)O)C=C1